8'-Chloro-1'-[trans-4-methoxy-4-(trifluoromethyl)cyclohexyl]-4'H,6'H-spiro[1,3-dioxolan-2,5'-[1,2,4]triazolo[4,3-a][1]benzazepin] ClC=1C=CC2=C(CC3(CC=4N2C(=NN4)C4CCC(CC4)(C(F)(F)F)OC)OCCO3)C1